N-hydroxy ethylenediamine triacetate C(C)(=O)O.C(C)(=O)O.C(C)(=O)O.ONCCN